C(C)OC(=O)C1=CC=NC2=CC=C(C=C12)[C@]12CCOC[C@@H]2C1 |r| Rac-6-((1R,6S)-3-oxabicyclo[4.1.0]hept-6-yl)quinoline-4-carboxylic acid ethyl ester